FC1=C(C=C(C=C1)OC)C=CC(C(C)(C)C)=O 1-(2-fluoro-5-methoxyphenyl)-4,4-dimethylpent-1-en-3-one